[Na+].C1=C(C=CC=2C(C3=CC=CC=C3C(C12)=O)=O)S(=O)(=O)[O-] anthraquinone-2-sulfonic acid sodium salt